(1s,3s)-methyl 3-((3-methoxy-5-nitrophenoxy)methyl)cyclobutanecarboxylate COC=1C=C(OCC2CC(C2)C(=O)OC)C=C(C1)[N+](=O)[O-]